{2-hydroxy-3-[(3-methoxyphenyl)methoxy]propyl}amine OC(CN)COCC1=CC(=CC=C1)OC